4-((4'-chloro-2-(cyclopentylmethoxy)-[1,1'-biphenyl]-4-yl)oxy)-1H-1,2,3-triazole-5-carboxylic acid 2,2,2-trifluoroacetate FC(C(=O)O)(F)F.ClC1=CC=C(C=C1)C1=C(C=C(C=C1)OC=1N=NNC1C(=O)O)OCC1CCCC1